5-(4-((2S,5S)-2-((2H-tetrazol-5-yl)methyl)-5-(4-chlorobenzyl)morpholino)-piperidin-1-yl)-4H-1,2,4-triazol-3-amine 2,2,2-trifluoroacetate FC(C(=O)O)(F)F.N=1NN=NC1C[C@@H]1OC[C@@H](N(C1)C1CCN(CC1)C=1NC(=NN1)N)CC1=CC=C(C=C1)Cl